C(C)(C)(C)OC(=O)N1CC2N(CC1)C(N(C2)C2=CC=C(C(=O)O)C=C2)=S 4-(7-(tert-butoxycarbonyl)-3-thioxohexahydroimidazo[1,5-a]pyrazin-2(3H)-yl)benzoic acid